4-[1H-1,2,4-triazole-1-ylmethyl]aniline hydrochloride Cl.N1(N=CN=C1)CC1=CC=C(N)C=C1